[Br-].COC=1C=C(CP)C=C(C1OC)OC 3,4,5-trimethoxybenzylphosphine bromide